(2R,3R,11bR)-3-(2,2-dimethylpropyl)-9-(2-fluoroethoxy)-10-methoxy-1H,2H,3H,4H,6H,7H,11bH-pyrido[2,1-a]isoquinolin-2-ol CC(C[C@H]1[C@@H](C[C@H]2N(CCC3=CC(=C(C=C23)OC)OCCF)C1)O)(C)C